OC(COC=1C=C(C=2N(C1)N=C(C2C#N)OC)C=2C=NC(=CC2)N2CC1N(C(C2)C1)CC=1C=NC(=CC1)OC)(C)C 6-(2-hydroxy-2-methylpropoxy)-2-methoxy-4-(6-(6-((6-methoxypyridin-3-yl)methyl)-3,6-diazabicyclo[3.1.1]heptan-3-yl)pyridin-3-yl)pyrazolo[1,5-a]pyridine-3-carbonitrile